C(C)(C)(C)OC(=O)NCC1=CC(=C(C(=C1)C)NC(=O)C1=CC2=C(OCCC3=C2SC=C3)C=C1C=1C(=NC(=CC1)C(NC1(CCCCC1)C#N)=O)C(=O)OC)C methyl 3-(9-((4-(((tert-butoxycarbonyl)amino)methyl)-2,6-dimethylphenyl)carbamoyl)-4,5-dihydrobenzo[b]thieno[2,3-d]oxepin-8-yl)-6-((1-cyanocyclohexyl)carbamoyl)picolinate